N-(3-methoxybenzyl)-1-(4-(4-methylpiperazin-1-yl)phenyl)methanamine COC=1C=C(CNCC2=CC=C(C=C2)N2CCN(CC2)C)C=CC1